(6-Methoxy-2-methyl-pyrrolo[3,2-b]pyridin-1-yl)-methanol COC=1C=C2C(=NC1)C=C(N2CO)C